FC1(CCC2=C(C=CC=C12)[C@@H](C)NC1=NC(=NC2=C3C(=C(C=C12)C=1C=CC(N(C1)C)=O)N(N=C3)C)C)F (R)-5-(4-((1-(1,1-difluoro-2,3-dihydro-1H-inden-4-yl)ethyl)amino)-2,7-dimethyl-7H-pyrazolo[3,4-h]quinazolin-6-yl)-1-methylpyridin-2(1H)-one